N-methyl-N'-nitroso-N-nitroso-guanidine CN(C(=N)NN=O)N=O